tert-butyl 5-amino-4-(5-(6-amino-5-cyano-4-methylpyridin-2-yl)-3-methyl-1-oxoisoindolin-2-yl)-5-oxopentanoate NC(C(CCC(=O)OC(C)(C)C)N1C(C2=CC=C(C=C2C1C)C1=NC(=C(C(=C1)C)C#N)N)=O)=O